NCCNCCNCCNCCN Tetraethylen-pentamin